methyl 1-(4-bromophenyl)-6-oxopiperidine-2-carboxylate BrC1=CC=C(C=C1)N1C(CCCC1=O)C(=O)OC